trans-5-(1H-benzotriazole-5-carbonyl)-3a-methyl-hexahydro-pyrrolo[3,4-c]pyrrole-2-carboxylic acid 4-trifluoromethoxy-benzyl ester FC(OC1=CC=C(COC(=O)N2C[C@H]3CN(C[C@@]3(C2)C)C(=O)C2=CC3=C(NN=N3)C=C2)C=C1)(F)F